tert-butyl 3-(4-((4-chloro-5-(trifluoromethyl)pyrimidin-2-yl)amino)-3-cyclopropylphenyl)-3,6-diazabicyclo[3.1.1]heptane-6-carboxylate ClC1=NC(=NC=C1C(F)(F)F)NC1=C(C=C(C=C1)N1CC2N(C(C1)C2)C(=O)OC(C)(C)C)C2CC2